C(C)(C)(C)OC(=O)N1CCN(CC1)CC1CCN(CC1)C=1C=C2C(N(CC2=CC1)C1C(NC(CC1)=O)=O)=O tert-Butyl-4-((1-(2-(2,6-dioxopiperidin-3-yl)-3-oxoisoindolin-5-yl)piperidin-4-yl)methyl)piperazine-1-carboxylate